OC(CN[C@@H]1[C@H](CCCC1)OC=1C=C2CN(C(C2=CC1)=O)C1C(NC(CC1)=O)=O)(C)C 3-(5-(((1S,2S)-2-((2-hydroxy-2-methylpropyl)amino)cyclohexyl)oxy)-1-oxoisoindolin-2-yl)piperidine-2,6-dione